7-(beta-D-glucopyranosyloxy)-4'-hydroxyisoflavone [C@@H]1([C@H](O)[C@@H](O)[C@H](O)[C@H](O1)CO)OC1=CC=C2C(C(=COC2=C1)C1=CC=C(C=C1)O)=O